1-(chloromethyl)imidazole ClCN1C=NC=C1